2-(4-(6-((4-chloro-6-(1H-imidazol-1-yl)pyridin-3-yl)methoxy)pyridin-2-yl)-2,5-difluorobenzyl)-1-(4,4-dimethyltetrahydrofuran-3-yl)-4-fluoro-1H-benzo[d]imidazole-6-carboxylic acid ClC1=C(C=NC(=C1)N1C=NC=C1)COC1=CC=CC(=N1)C1=CC(=C(CC2=NC3=C(N2C2COCC2(C)C)C=C(C=C3F)C(=O)O)C=C1F)F